BrC1=CC=2C(C3=CC=CC=C3SC2C=C1)=C1C(CC=2C1=C1C=CC=CC1=C(C2)OC)C 2-bromo-9-(5-methoxy-2-methyl-2,3-dihydro-1H-cyclopenta[a]naphthalen-1-ylidene)-9H-thioxanthene